FC=1C=CC(=C(C1)N1N=CC=C(C1=O)C(=O)N)OC 2-(5-fluoro-2-methoxyphenyl)-3-oxo-2,3-dihydropyridazine-4-carboxamide